4-{(1S,3S)-2,2-dimethyl-3-[5-(2,2,2-trifluoro-1-hydroxyethyl)-1,2,4-oxadiazol-3-yl]cyclopropyl}benzenesulfonamide CC1([C@H]([C@@H]1C1=NOC(=N1)C(C(F)(F)F)O)C1=CC=C(C=C1)S(=O)(=O)N)C